O=C1NC(CCC1C1=CC(=C(C(=C1)F)N1CCC(CC1)C=O)F)=O 1-(4-(2,6-dioxopiperidin-3-yl)-2,6-difluorophenyl)piperidine-4-carbaldehyde